N,N-dimethyl-N-octadecyl-ammonium bromide [Br-].C[NH+](CCCCCCCCCCCCCCCCCC)C